2-(benzo[d]oxazol-2-ylamino)-1-methyl-N-(2-morpholinoethyl)-1H-benzo[d]imidazole-5-carboxamide O1C(=NC2=C1C=CC=C2)NC2=NC1=C(N2C)C=CC(=C1)C(=O)NCCN1CCOCC1